C(C1=CC=CC=C1)OC(=O)[C@@H]1OC(C2=CC(=C(C=C2C1)O)O)(C)C (R)-6,7-dihydroxy-1,1-dimethylisochroman-3-carboxylic acid benzyl ester